OCC(CNC(=O)N1CC(OCC1)C=1OC(=CC1)C)CC1=CC=C(C=C1)C(F)(F)F N-[2-(hydroxymethyl)-3-[4-(trifluoromethyl)phenyl]propyl]-2-(5-methyl-2-furyl)morpholine-4-carboxamide